2-[2-(1-methylpyrazol-4-yl)-7-morpholino-furo[3,2-b]pyridin-5-yl]-5-(m-tolyl)pyrazole-3-carboxylic acid CN1N=CC(=C1)C1=CC2=NC(=CC(=C2O1)N1CCOCC1)N1N=C(C=C1C(=O)O)C=1C=C(C=CC1)C